1-((3S,5R)-1-acryloyl-5-(methoxymethyl)pyrrolidin-3-yl)-5-amino-3-((8-chloro-2,3-dihydro-1H-cyclopenta[c]cinnolin-7-yl)ethynyl)-1H-pyrazole-4-carboxamide C(C=C)(=O)N1C[C@H](C[C@@H]1COC)N1N=C(C(=C1N)C(=O)N)C#CC=1C(=CC=2C3=C(N=NC2C1)CCC3)Cl